NC1=NC=2C=CC(=CC2C2=C1[C@H](OC2)C)C(=O)N(CC2=NC=C(C=C2)C(F)(F)F)C=2C=NN(C2)C (3R)-4-amino-3-methyl-N-(1-methyl-1H-pyrazol-4-yl)-N-((5-(trifluoromethyl)-2-pyridinyl)methyl)-1,3-dihydrofuro[3,4-c]quinoline-8-carboxamide